C(C)(C)C1=CC(=NN1)NC1=NC(=C(N=C1C)C)OC1CCN(CC1)C N-(5-isopropyl-1H-pyrazol-3-yl)-3,5-dimethyl-6-((1-methylpiperidin-4-yl)oxy)pyrazin-2-amine